COC1=CC=C(C=C1)[C@@H]1[C@@H](CN(CC1)C(=O)OC(C)(C)C)COS(=O)(=O)C |r| (+/-)-cis-tert-butyl 4-(4-methoxyphenyl)-3-{[(methylsulfonyl)oxy]-methyl}piperidine-1-carboxylate